tert-butyl N-[(1R,3S)-3-(7-methoxy-5,6,7,8-tetrahydro-[1,2,4]triazolo[4,3-a]pyridin-3-yl)cyclohexyl]carbamate COC1CC=2N(CC1)C(=NN2)[C@@H]2C[C@@H](CCC2)NC(OC(C)(C)C)=O